6-[4-(Difluoromethoxy)phenyl]-N-[(2S)-3-hydroxy-3-methylbutan-2-yl]-2-(1-methyl-1H-pyrazol-4-yl)-3-oxo-2,3-dihydropyridazine-4-carboxamide FC(OC1=CC=C(C=C1)C=1C=C(C(N(N1)C=1C=NN(C1)C)=O)C(=O)N[C@@H](C)C(C)(C)O)F